FC1=C(C=CC=C1)C(COC=1C=2N(C=C(C1)OC)N=C(C2)C=2N=C1SC(=NN1C2)OC)=O 1-(2-fluorophenyl)-2-(6-methoxy-2-(2-methoxyimidazo[2,1-b][1,3,4]thiadiazol-6-yl)pyrazolo[1,5-a]pyridin-4-yloxy)ethanone